[(2R,3S,4R,5R)-5-[2-chloro-4-[[(1R)-1-(4-cyanophenyl)ethyl]-amino]pyrrolo[2,3-d]-pyrimidin-7-yl]-3,4-dihydroxy-tetrahydro-furan-2-yl]methoxy-methylphosphonic acid ClC=1N=C(C2=C(N1)N(C=C2)[C@H]2[C@@H]([C@@H]([C@H](O2)COCP(O)(O)=O)O)O)N[C@H](C)C2=CC=C(C=C2)C#N